(R)-N-(7-(4-fluorobenzoyl)-8-methyl-3-(3-methyl-1,2,4-thiadiazol-5-yl)-5,6,7,8-tetrahydroimidazo[1,5-a]pyrazin-1-yl)-N-methyl-2-(methylamino)acetamide FC1=CC=C(C(=O)N2[C@@H](C=3N(CC2)C(=NC3N(C(CNC)=O)C)C3=NC(=NS3)C)C)C=C1